C(CC)C(CONCCCC=1NC=CN1)CCCC N-(2-propylhexyloxy)-3-(imidazolyl)propan-1-amine